C1CC(CCC1C=O)C(F)(F)F (1r,4r)-4-(trifluoromethyl)cyclohexanecarbaldehyde